3,3-Dimethylcyclobutyl chloroformate ClC(=O)OC1CC(C1)(C)C